6-methyl-4-(2-(p-tolyl)propan-2-yl)-1-tosyl-1,6-dihydro-7H-pyrrolo[2,3-c]pyridin-7-one CN1C(C2=C(C(=C1)C(C)(C)C1=CC=C(C=C1)C)C=CN2S(=O)(=O)C2=CC=C(C)C=C2)=O